N-(2-acetamido-1-(3-chlorophenyl)ethyl)-1-(2-((2,2-difluorobenzo[d][1,3]dioxol-5-yl)amino)-5-methylpyrimidin-4-yl)-1H-pyrrole-3-carboxamide C(C)(=O)NCC(C1=CC(=CC=C1)Cl)NC(=O)C1=CN(C=C1)C1=NC(=NC=C1C)NC1=CC2=C(OC(O2)(F)F)C=C1